O=C(CCCCCCC(=O)O)OC(CCCC)CCCCCCCC 8-Oxo-8-(tridecan-5-yloxy)octanoic acid